ClC1=CC=C(C=C1)C1=C(CC(CC1)(C)C)CC1(CCN(CC1)C(=O)OC(C)(C)C)CO tert-Butyl 4-((4'-chloro-4,4-dimethyl-3,4,5,6-tetrahydro-[1,1'-biphenyl]-2-yl)methyl)-4-(hydroxymethyl)piperidine-1-carboxylate